C(C=C)[C@@H]1[C@@](CN(C1)C(=O)OC(C)(C)C)(C(=O)O)N=[N+]=[N-] (3R,4S)-4-allyl-3-azido-1-(tert-butoxycarbonyl)pyrrolidine-3-carboxylic acid